COC1=CC2=CC=C(C=C2C=C1)\C=C(/C)\[N+](=O)[O-] (E)-2-methoxy-6-(2-nitroprop-1-en-1-yl)naphthalene